(S)-2-aminopentan-1-ol N[C@H](CO)CCC